N(C1=CC=CC=C1)N1C(NC=C1)=O anilino-1,3-dihydroimidazol-2-one